BrC=1C(=C(C=CC1)C1=NN(C2=NC(=CN=C21)N2C[C@@H]1[C@]([C@@H]1CC2)(C2=NOC(=C2)C)CNC(OCC2=CC=CC=C2)=O)C2OCCCC2)Cl benzyl (((1S,6R,7S)-3-(3-(3-bromo-2-chlorophenyl)-1-(tetrahydro-2H-pyran-2-yl)-1H-pyrazolo[3,4-b]pyrazin-6-yl)-7-(5-methylisoxazol-3-yl)-3-azabicyclo[4.1.0]heptan-7-yl)methyl)carbamate